2-(2-(4-chlorophenyl)acetyl)benzoic acid ClC1=CC=C(C=C1)CC(=O)C1=C(C(=O)O)C=CC=C1